C1=CC=C(C=C1)C=NN=CC2=CC=CC=C2 diBenzalazine